trismercaptopropane SC(CC)(S)S